1-((2-chlorophenyl)diphenylmethyl)-1H-imidazol-3-ium ClC1=C(C=CC=C1)C(N1C=[NH+]C=C1)(C1=CC=CC=C1)C1=CC=CC=C1